N-(5-(4-chlorophenyl)thiazolo[5,4-b]pyridin-2-yl)-4-(5-cyano-2-methoxyphenyl)-6-methylnicotinamide ClC1=CC=C(C=C1)C1=CC=C2C(=N1)SC(=N2)NC(C2=CN=C(C=C2C2=C(C=CC(=C2)C#N)OC)C)=O